methyl (S,E)-(1-((1-((6-cyclohexyl-9H-purin-8-yl)methyl)-2-oxo-1,2-dihydropyridin-3-yl)amino)-7-(dimethylamino)-1,7-dioxohept-5-en-2-yl)carbamate C1(CCCCC1)C1=C2N=C(NC2=NC=N1)CN1C(C(=CC=C1)NC([C@H](CC\C=C\C(=O)N(C)C)NC(OC)=O)=O)=O